[C].[C] carbon compound with carbon